N-ethyl-N-methylcarbamic acid-2-isopropyl-5-methylphenyl ester C(C)(C)C1=C(C=C(C=C1)C)OC(N(C)CC)=O